N1(CCCC1)CCC1=NC=C(C(=O)N)C=C1 6-(2-pyrrolidin-1-ylethyl)-nicotinamide